NC1=C(C=C(OC2=NN(C=C2F)CC(=O)OC(C)(C)C)C=C1)Cl tert-Butyl [3-(4-amino-3-chlorophenoxy)-4-fluoro-1H-pyrazol-1-yl]acetate